BrC=1C=2N(C=CC1)C(=C(N2)C#CCNC2=C(C=C(C(=O)NC)C=C2)OC)C(F)(F)F 4-({3-[8-bromo-3-(trifluoromethyl)imidazo[1,2-a]pyridin-2-yl]prop-2-yn-1-yl}amino)-3-methoxy-N-methylbenzamide